[Si](C)(C)(C(C)(C)C)OCCC1=C2C=CNC2=CC(=C1)N 4-(2-((tert-butyldimethylsilyl)oxy)ethyl)-1H-indol-6-amine